(1-(Cyclopropylmethyl)-7-(2-ethylpyridin-3-yl)-2-(1,2,5,6-tetrahydropyridin-3-yl)-1H-indol-5-yl)(4-(5-fluoro-3-methoxypyridin-2-yl)piperazin-1-yl)methanone C1(CC1)CN1C(=CC2=CC(=CC(=C12)C=1C(=NC=CC1)CC)C(=O)N1CCN(CC1)C1=NC=C(C=C1OC)F)C=1CNCCC1